((4-(cyclopropoxydifluoromethyl)phenyl)amino)-N-methyl-3-(1-methyl-1H-imidazol-4-yl)benzenesulfonamide C1(CC1)OC(C1=CC=C(C=C1)NC1=C(C=CC=C1C=1N=CN(C1)C)S(=O)(=O)NC)(F)F